ClC=1C=CC=C2C=CC=C(C12)C1=C(C=C2C(=NC(=NC2=C1F)OCC12CCCN2CCC1)N1C[C@@H](N(CC1)C(C(=C)F)=O)CC#N)F 2-((2S)-4-(7-(8-chloronaphthalen-1-yl)-6,8-difluoro-2-((tetrahydro-1H-pyrrolizin-7a(5H)-yl)methoxy)quinazolin-4-yl)-1-(2-fluoroacryloyl)piperazin-2-yl)acetonitrile